C[C@@H](C(=O)N[C@@H](CO)C(=O)O)NC(=O)[C@H](CC(C)C)N The molecule is a tripeptide composed of L-leucine, L-alanine and L-serine joined in sequence by peptide linkages. It has a role as a metabolite. It derives from a L-alanine, a L-leucine and a L-serine.